C[Si](CCOCN1N=CC2=CC=CC=C12)(C)C 1-{[2-(trimethylsilyl)ethoxy]Methyl}indazole